5-ethyl-3-methylene-3,6-dihydro-2H-pyran C(C)C1=CC(COC1)=C